rel-5-[[2-[(2R,5S)-2-(4-chlorophenyl)-5-methyl-1-piperidyl]-2-oxo-acetyl]amino]pyridine-3-carboxamide ClC1=CC=C(C=C1)[C@@H]1N(C[C@H](CC1)C)C(C(=O)NC=1C=C(C=NC1)C(=O)N)=O |o1:7,10|